4-(1-methylpyrazol-4-yl)-7-[(5-piperazin-1-yl-2-pyridyl)amino]-2,3-dihydropyrrolo[3,4-c]pyridin-1-one CN1N=CC(=C1)C1=NC=C(C2=C1CNC2=O)NC2=NC=C(C=C2)N2CCNCC2